tert-butyl N-[1-[[4-[4-(2,6-dioxo-3-piperidyl)-2-fluoro-phenyl]piperazin-1-yl]methyl]-2-oxabicyclo[2.2.2]octan-4-yl]carbamate O=C1NC(CCC1C1=CC(=C(C=C1)N1CCN(CC1)CC12OCC(CC1)(CC2)NC(OC(C)(C)C)=O)F)=O